16-Docosenoic acid C(CCCCCCCCCCCCCCC=CCCCCC)(=O)O